(R)-2-((4'-chloro-[1,1'-biphenyl]-2-yl)(1-(4-(ethoxycarbonyl)phenyl)piperidin-4-yl)methoxy)acetic acid ClC1=CC=C(C=C1)C1=C(C=CC=C1)[C@H](OCC(=O)O)C1CCN(CC1)C1=CC=C(C=C1)C(=O)OCC